N-(5-(tert-butyl)-1,3,4-thiadiazol-2-yl)-2'-chloro-5'-methoxy-6-methyl-(4,4'-bipyridine)-3-carboxamide C(C)(C)(C)C1=NN=C(S1)NC(=O)C=1C=NC(=CC1C1=CC(=NC=C1OC)Cl)C